1-(tetrahydro-2H-pyran-2-yl)-1H-pyrazole-4-carboxylic acid O1C(CCCC1)N1N=CC(=C1)C(=O)O